3-bromo-4-[(2,4-difluorobenzyl)oxy]-6-methyl-1-(pyridin-4-ylmethyl)pyridin-2(1H)-one BrC=1C(N(C(=CC1OCC1=C(C=C(C=C1)F)F)C)CC1=CC=NC=C1)=O